ClC1=CC=CC2=CC=3NC4=CC=CC=C4C3C=C21 10-chloro-5H-benzo[b]carbazole